N-[[4-[5-amino-4-cyano-1-(3-fluorotetrahydropyran-4-yl)pyrazol-3-yl]phenyl]methyl]-2-methoxy-benzamide NC1=C(C(=NN1C1C(COCC1)F)C1=CC=C(C=C1)CNC(C1=C(C=CC=C1)OC)=O)C#N